C(C)C1=CC=C(CC2=C(C(=CC=C2C)C2SCCCS2)O)C=C1 2-(4-ethylbenzyl)-6-(1,3-dithian-2-yl)-3-methylphenol